N-[3-[2-(difluoromethoxy)-5-iodophenyl]-1-[(dimethylcarbamoyl)methyl]-1H-pyrazol-4-yl]pyrazolo[1,5-a]pyrimidine-3-carboxamide FC(OC1=C(C=C(C=C1)I)C1=NN(C=C1NC(=O)C=1C=NN2C1N=CC=C2)CC(N(C)C)=O)F